1-(4-(5-(chlorodifluoromethyl)-1,2,4-oxadiazol-3-yl)phenyl)-2-((4-methoxybenzyl)sulfonyl)ethan-1-one ClC(C1=NC(=NO1)C1=CC=C(C=C1)C(CS(=O)(=O)CC1=CC=C(C=C1)OC)=O)(F)F